[O-]S(=O)(=O)C(F)(F)F.[K+] Kalium Triflate